FC(CN1N=C(C(=C1)N1C(SC=C1)C=1C=NNC1)OC)F N-[1-(2,2-difluoroethyl)-3-methoxy-1H-pyrazol-4-yl]-2-(1H-pyrazol-4-yl)-1,3-thiazole